ClC1=NC(=CC(=C1C(C1=C(C=C(C=C1Cl)Cl)Cl)C1=C(C=C(C=C1Cl)Cl)Cl)Cl)Cl (2,4,6-trichloro-3-pyridinyl)bis(2,4,6-trichlorophenyl)methane